N1C(=NC2=C1C=CC=C2)C2=CC(=CS2)C=2C=C(C(=O)NCC=1C=C(C(=O)OC)C=CC1)C=CC2 methyl 3-((3-(5-(1H-benzo[d]imidazol-2-yl)thiophen-3-yl)benzamido)methyl)benzoate